tert-Butyl (S)-2-methyl-2-((4-(pyridin-3-yloxy)phenyl)carbamoyl)pyrrolidine-1-carboxylate C[C@@]1(N(CCC1)C(=O)OC(C)(C)C)C(NC1=CC=C(C=C1)OC=1C=NC=CC1)=O